4-Benzoxazinone O1N=CC(C2=C1C=CC=C2)=O